O-methyl-N-[(1S)-2-[(2R)-2-methyl-2-oxiranyl]-2-oxo-1-(phenylmethyl)ethyl]-L-serine amide COC[C@H](N)C(=O)N[C@H](C(=O)[C@@]1(OC1)C)CC1=CC=CC=C1